NC=1C=C(C=C(C1)CO)CO 5-amino-1,3-dihydroxymethylbenzene